tert-butyl 3-(5-bromo-1H-pyrazol-3-yl)-3-(2-ethoxy-2-oxoethoxy)azetidine-1-carboxylate BrC1=CC(=NN1)C1(CN(C1)C(=O)OC(C)(C)C)OCC(=O)OCC